4-Isopropyl-3-methoxybenzoic acid methyl ester COC(C1=CC(=C(C=C1)C(C)C)OC)=O